5-(4-((4'-chloro-5,5-dimethyl-3,4,5,6-tetrahydro-[1,1'-biphenyl]-2-yl)methyl)-1,4-diazacycloheptane-1-carbonyl)-2-(2,6-dioxopiperidin-3-yl)isoindoline-1,3-dione ClC1=CC=C(C=C1)C1=C(CCC(C1)(C)C)CN1CCN(CCC1)C(=O)C=1C=C2C(N(C(C2=CC1)=O)C1C(NC(CC1)=O)=O)=O